CC(CCO)CCCC(C)C.[Na] sodium 3,7-dimethyloctanol